(e)-2-(3,7-dimethylocta-2,6-dienyl)cyclopentanone C\C(=C/CC1C(CCC1)=O)\CCC=C(C)C